1-(5-fluoro-1-methyl-6-(2,6-diazaspiro[3.3]heptan-2-yl)-1H-indazol-3-yl)dihydropyrimidine-2,4(1H,3H)-dione FC=1C=C2C(=NN(C2=CC1N1CC2(C1)CNC2)C)N2C(NC(CC2)=O)=O